ClC=1C=C(C(=O)NC2=C(SC=C2)C(=O)NCCC(C)(C)C)C=CC1O 3-(3-chloro-4-hydroxybenzamido)-N-(3,3-dimethylbutyl)thiophene-2-carboxamide